C12(CC3CC(CC(C1)C3)C2)[NH3+].C[NH+](C)C trimethylammonium adamantylammonium salt